20-eicosatetraenoic acid C=CC=CC=CC=CCCCCCCCCCCCC(=O)O